nickel aluminum lithium magnesium [Mg].[Li].[Al].[Ni]